2-(6-{[(3S,4R)-3-fluoro-2,2,6,6-tetramethylpiperidin-4-yl]oxy}pyridazin-3-yl)-5-(1H-pyrazol-4-yl)pyridin-3-ol F[C@H]1C(NC(C[C@H]1OC1=CC=C(N=N1)C1=NC=C(C=C1O)C=1C=NNC1)(C)C)(C)C